BrC=1C=C(C2=C(C(=CO2)CO)C1)OCC=1SC=CN1 (5-bromo-7-(thiazol-2-ylmethoxy)benzofuran-3-yl)methanol